tert-butyl (5-oxo-1-(4-(4-((trans-4-((5-(trifluoromethyl)pyridin-2-yl)amino)cyclohexyl)sulfonyl)phenyl)pyridin-2-yl)pyrrolidin-3-yl)carbamate O=C1CC(CN1C1=NC=CC(=C1)C1=CC=C(C=C1)S(=O)(=O)[C@@H]1CC[C@H](CC1)NC1=NC=C(C=C1)C(F)(F)F)NC(OC(C)(C)C)=O